O1CC(CC1)COC(C(CC)SC1=C(C=C(C(=C1)N1C(N(C(=CC1=O)C(F)(F)F)C)=O)F)Cl)=O Tetrahydrofuran-3-ylmethyl-2-({2-chloro-4-fluoro-5-[3-methyl-2,6-dioxo-4-(trifluoromethyl)-3,6-dihydropyrimidine-1(2H)-yl]phenyl}sulfanyl)butanoate